N-(5-(4-amino-7-(1-isobutyrylpiperidin-4-yl)pyrrolo[2,1-f][1,2,4]triazin-5-yl)pyridin-2-yl)-2-oxo-1-phenyl-1,2,4,5,6,7-hexahydropyrazolo[1,5-a]pyridine-3-carboxamide NC1=NC=NN2C1=C(C=C2C2CCN(CC2)C(C(C)C)=O)C=2C=CC(=NC2)NC(=O)C=2C(N(N1C2CCCC1)C1=CC=CC=C1)=O